HexaneDiol Diacrylate C=CC(=O)OCCCCCCOC(=O)C=C